(S)-N-((S)-1-amino-3-cyclohexylpropan-1-yl)-3-(6-chlorobenzo[d]thiazol-2-yl)-2-propionamidopropionamide N[C@H](CCC1CCCCC1)NC([C@H](CC=1SC2=C(N1)C=CC(=C2)Cl)NC(CC)=O)=O